1-Cyclobutyl-4-fluoro-6-methoxy-1H-indole-2-carboxylic acid C1(CCC1)N1C(=CC2=C(C=C(C=C12)OC)F)C(=O)O